C(C1=CC=CC=C1)OC=1C=CC2=C(SC(=C2OC2=CC=C(OCCCCCO)C=C2)C2=CC=C(C=C2)Br)C1 5-(4-(6-(benzyloxy)-2-(4-bromophenyl)benzo[b]thiophen-3-yloxy)phenoxy)pentan-1-ol